N,N-dimethyl-β-hexoxypropionamide CN(C(CCOCCCCCC)=O)C